ClC=1C=C(C=C(C1)NS(=O)(=O)C)NC(=O)C=1SC(=C(C1)C1=NC=C(C=C1OCC=1C=NC=C(C1)F)F)C N-(3-chloro-5-(methylsulfonamido)phenyl)-4-(5-fluoro-3-((5-fluoropyridin-3-yl)methoxy)pyridin-2-yl)-5-methylthiophene-2-carboxamide